FC(C1=CC=C(C=C1)N1CC2N(C3=CC=CC=C13)CCN(C2)C(C)=O)(F)F 1-(6-(4-(trifluoromethyl)phenyl)-1,2,4,4a,5,6-hexahydro-3H-pyrazino[1,2-a]quinoxalin-3-yl)ethan-1-one